Pyridine-2-carboxylic acid (3-cyclopropylmethanesulfonylamino-adamantan-1-yl)-amide C1(CC1)CS(=O)(=O)NC12CC3(CC(CC(C1)C3)C2)NC(=O)C2=NC=CC=C2